COC1CCC(CC1)NC(=O)C1=NC(=NC(=C1)C1CCC(CC1)OC)C1=CN=CN1C N-((1r,4R)-4-methoxycyclohexyl)-6-((1s,4S)-4-methoxycyclohexyl)-2-(1-methyl-1H-imidazol-5-yl)pyrimidine-4-carboxamide